tert-butyl 5-cyclopropyl-4-formyl-7-methyl-1H-indole-1-carboxylate C1(CC1)C=1C(=C2C=CN(C2=C(C1)C)C(=O)OC(C)(C)C)C=O